O=C1NC(=NS1)C1=CC=C(C(=O)OC)C=C1 methyl 4-(5-oxo-4H-1,2,4-thiadiazol-3-yl)benzoate